4-[(2R)-3-(3,4-dihydro-1H-isoquinolin-2-yl)-2-hydroxypropyl]-2-methyl-8-[(1-methyl-4-piperidyl)oxy]-2,3-dihydro-1,4-benzoxazepine-5-one C1N(CCC2=CC=CC=C12)C[C@H](CN1CC(OC2=C(C1=O)C=CC(=C2)OC2CCN(CC2)C)C)O